CN(S(=O)(=O)C1=C(C(=O)NC=2SC(=CN2)[N+](=O)[O-])C=CC=C1)C 2-(N,N-dimethylsulfamoyl)-N-(5-nitrothiazol-2-yl)benzamide